(2S,3S)-ethyl 3-((6-acetyl-2-bromo-5-fluoropyrimidin-4-yl)amino)bicyclo[2.2.2]octane-2-carboxylate C(C)(=O)C1=C(C(=NC(=N1)Br)N[C@@H]1[C@H](C2CCC1CC2)C(=O)OCC)F